5-chloro-2-fluoro-4-[(4-{[2-(methylamino)ethyl]amino}-butyl)amino]-N-(4-methyl-1,3-thiazol-2-yl)benzene-sulfonamide ClC=1C(=CC(=C(C1)S(=O)(=O)NC=1SC=C(N1)C)F)NCCCCNCCNC